2-(1-methoxy-4-oxocyclohexane-2,5-dien-1-yl)acetaldehyde COC1(C=CC(C=C1)=O)CC=O